(1r,3s,5s)-8-((1-ethyl-1H-pyrazol-5-yl)sulfonyl)-3-(4-methylpiperidin-1-yl)-8-azabicyclo[3.2.1]octane C(C)N1N=CC=C1S(=O)(=O)N1[C@H]2CC(C[C@@H]1CC2)N2CCC(CC2)C